tert-butyl 1-methyl-1,7-diazaspiro[4.4]nonane-7-carboxylate CN1CCCC12CN(CC2)C(=O)OC(C)(C)C